(2-bromo-4-pyridinyl)-1H-1,2,4-triazol-5-one BrC1=NC=CC(=C1)N1NC=NC1=O